(R)-N-(2-(3-(2-hydroxypropan-2-yl)pyrrolidin-1-yl)-5-(trifluoromethyl)pyridin-4-yl)-6-(1-(2,2,2-trifluoroethyl)-1H-pyrazol-4-yl)picolinamide OC(C)(C)[C@H]1CN(CC1)C1=NC=C(C(=C1)NC(C1=NC(=CC=C1)C=1C=NN(C1)CC(F)(F)F)=O)C(F)(F)F